oxygen hydroxide O(O)O